lithium 4,6-dichloropyridazine-3-carboxylate, lithium salt [Li+].ClC1=C(N=NC(=C1)Cl)C(=O)[O-].[Li+].ClC1=C(N=NC(=C1)Cl)C(=O)[O-]